ClC1=NC=C(C(=N1)NCC1=CC=C(C=C1)C=1N(C=C(N1)C(F)(F)F)CF)OC 2-chloro-N-(4-(1-(fluoromethyl)-4-(trifluoromethyl)-1H-imidazol-2-yl)benzyl)-5-methoxypyrimidin-4-amine